C(C=C)(=O)OC1=C(C(=O)C2=CC=C(C=C2)Br)C=CC=C1 acryloyloxy-4'-bromobenzophenone